6-(2-(3-bromo-2-fluorophenyl)-2-hydroxyacetyl)-2-(1-phenylcyclopropyl)-5,6,7,8-tetrahydropyrido[4,3-d]pyrimidin-4(3H)-one BrC=1C(=C(C=CC1)C(C(=O)N1CC2=C(N=C(NC2=O)C2(CC2)C2=CC=CC=C2)CC1)O)F